rac-tert-butyl (2-(3-(phenyl(piperidin-4-yl)methyl)phenoxy)ethyl)carbamate C1(=CC=CC=C1)[C@H](C=1C=C(OCCNC(OC(C)(C)C)=O)C=CC1)C1CCNCC1 |r|